C(=O)(O)C1=CC=C(C=C1)C1=C2C=CC(C(=C3C=CC(=C(C=4C=CC(=C(C5=CC=C1N5)C5=CC=C(C=C5)C(=O)O)N4)C4=CC=C(C=C4)C(=O)O)N3)C3=CC=C(C=C3)C(=O)O)=N2.[Co+2] cobalt (II) tetrakis(4-carboxyphenyl)porphyrin